CC1=C(C#N)C=CC(=N1)C 2,6-dimethylnicotinonitrile